[(3R,4S)-3-(4-chlorophenyl)-4-[(1R)-1-hydroxyethyl]pyrrolidin-1-yl]-(3-pyridazin-4-yl-1H-pyrazol-5-yl)methanone ClC1=CC=C(C=C1)[C@@H]1CN(C[C@H]1[C@@H](C)O)C(=O)C1=CC(=NN1)C1=CN=NC=C1